2-(2-((3'-(1-amino-2-fluoroethyl)-2'-fluoro-5-(1-oxa-6-azaspiro[3.4]octan-6-yl)-[1,1'-biphenyl]-3-yl)methoxy)phenyl)acetic acid NC(CF)C=1C(=C(C=CC1)C1=CC(=CC(=C1)N1CC2(CCO2)CC1)COC1=C(C=CC=C1)CC(=O)O)F